CN1C(C2=C(C(=C1)B1OC(C(O1)(C)C)(C)C)C=CN2S(=O)(=O)C2=CC=C(C)C=C2)=O 6-methyl-4-(4,4,5,5-tetramethyl-1,3,2-dioxaborolan-2-yl)-1-tosyl-1H-pyrrolo[2,3-c]pyridin-7(6H)-one